4,7-dihexylbenzo[1,2,5]thiadiazole-5,6-diamine C(CCCCC)C1=C(C(=C(C=2C1=NSN2)CCCCCC)N)N